CC=1C=C(C=C(C1)C)C1=CN=C2C(=N1)N(C=C2)C2=CC(=C(C(=O)O)C=C2)NC2CCNCC2 4-(3-(3,5-dimethylphenyl)-5H-pyrrolo[2,3-b]pyrazin-5-yl)-2-(piperidin-4-ylamino)benzoic acid